C(C)(C)(C)OC(=O)N1[C@@H](C[C@H](C1)NC(=O)C=1OC(=CN1)C1=CC(=CC=C1)CC)CN1N=NC=C1 (2S,4R)-2-((1H-1,2,3-triazol-1-yl)methyl)-4-(5-(3-ethylphenyl)oxazole-2-carboxamido)pyrrolidine-1-carboxylic acid tert-butyl ester